tris[4,4'-isopropylidenebis(2-t-butylphenol)] phosphite P(O)(O)O.C(C)(C)(C1=CC(=C(C=C1)O)C(C)(C)C)C1=CC(=C(C=C1)O)C(C)(C)C.C(C)(C)(C1=CC(=C(C=C1)O)C(C)(C)C)C1=CC(=C(C=C1)O)C(C)(C)C.C(C)(C)(C1=CC(=C(C=C1)O)C(C)(C)C)C1=CC(=C(C=C1)O)C(C)(C)C